N-([1,1'-biphenyl]-4-yl)-5-(tert-butyl)-[1,1'-biphenyl]-2-amine C1(=CC=C(C=C1)NC=1C(=CC(=CC1)C(C)(C)C)C1=CC=CC=C1)C1=CC=CC=C1